C(CCCCCCCCCCCCCCCCCC)NCCCCCCCCCCCCCCCCCCC di(n-nonadecyl)amine